1-cyclopropyl-2,4-dioxo-3-phenyl-1,2,3,4-tetrahydropyrimidine-5-carboxamide C1(CC1)N1C(N(C(C(=C1)C(=O)N)=O)C1=CC=CC=C1)=O